tert-butyl 4-ethyl-3-[5-(3-ethyl-4-methoxy-phenyl)oxazol-2-yl]piperidine-1-carboxylate C(C)C1C(CN(CC1)C(=O)OC(C)(C)C)C=1OC(=CN1)C1=CC(=C(C=C1)OC)CC